[Si](C)(C)(C(C)(C)C)OC(C(=O)NC(C(=O)C1=CC=C(C=C1)F)N1C(N=C2C(=C1)C=CN2C(F)(F)F)=O)C 2-[(tert-butyldimethylsilyl)oxy]-N-[2-(4-fluorophenyl)-2-oxo-1-[2-oxo-7-(trifluoromethyl)-2H,3H,7H-pyrrolo[2,3-d]pyrimidin-3-yl]ethyl]propanamide